1-((1-(4-chlorophenyl)-1H-pyrazol-3-yl)oxy)propan-2-one-O-ethyloxime C(C)ON=C(COC1=NN(C=C1)C1=CC=C(C=C1)Cl)C